FC=1C=C(CN2C=3N(CCC2)N=C(C3)C3=C(C=NN3C(C)C)C)C=CC1N1N=C(C=C1OC)C(F)(F)F 4-(3-fluoro-4-(5-methoxy-3-(trifluoromethyl)-1H-pyrazol-1-yl)benzyl)-2-(1-isopropyl-4-methyl-1H-pyrazol-5-yl)-4,5,6,7-tetrahydropyrazolo[1,5-a]pyrimidine